C12C(C3CC(CC(C1)C3)C2)NCCNC(C=C(CCC=C(C)C)C)=O 3,7-dimethyl-octa-2,6-dienoic acid [2-(adamantan-2-ylamino)ethyl] amide